CN(C)CC1=CC=C(C(=O)N)C=C1 4-((dimethylamino)methyl)benzamide